NCC1(CC(C1)(F)F)O 1-(aminomethyl)-3,3-difluoro-cyclobutanol